CC=1N(N=C2C1N(C(C=C2OS(=O)(=O)C(F)(F)F)=O)C)C2OCCCC2.N2(CCNCC2)C2=C(C=CC=C2)C2=COC=C2 3-(2-piperazinylphenyl)furan 3,4-dimethyl-5-oxo-2-(tetrahydro-2H-pyran-2-yl)-4,5-dihydro-2H-pyrazolo[4,3-b]Pyridin-7-yl-triflate